COC(\C=C\S(=O)(=O)C)=O 3-(methylsulfonyl)acrylic acid (E)-methyl ester